(4-chlorophenyl)-6-(3,5-dimethylisoxazol-4-yl)quinazoline-4-amine ClC1=CC=C(C=C1)C1=NC2=CC=C(C=C2C(=N1)N)C=1C(=NOC1C)C